1-(2-aminoethyl)-1H-pyrrole-2,5-dione trifluoroacetate FC(C(=O)O)(F)F.NCCN1C(C=CC1=O)=O